COC1=CC=C(C=C1)C(OC[C@]1(O[C@H](CN(C1)C1CCCCC1)N1C(N=C(C=C1)NC(C1=CC=CC=C1)=O)=O)CO[Si](C(C)C)(C(C)C)C(C)C)(C1=CC=CC=C1)C1=CC=C(C=C1)OC N-[1-[(2R,6S)-6-[[bis(4-methoxyphenyl)-phenyl-methoxy]methyl]-4-cyclohexyl-6-(triiso-propylsilyloxymethyl)morpholin-2-yl]-2-oxo-pyrimidin-4-yl]benzamide